4-(2-cyclopentyl-2,8-diazaspiro[4.5]decan-8-yl)-2-(pyridin-4-yl)pyrido[3,4-d]pyrimidine C1(CCCC1)N1CC2(CC1)CCN(CC2)C=2C1=C(N=C(N2)C2=CC=NC=C2)C=NC=C1